4-(2-{[(4aS,7aR)-1-methyl-octahydro-1H-cyclopenta[b]pyridin-4a-yl]methoxy}-4-{3,8-diazabicyclo[3.2.1]octan-3-yl}-8-fluoroquinazolin-7-yl)-5-ethynyl-6-fluoronaphthalen-2-ol CN1[C@H]2[C@@](CCC1)(CCC2)COC2=NC1=C(C(=CC=C1C(=N2)N2CC1CCC(C2)N1)C1=CC(=CC2=CC=C(C(=C12)C#C)F)O)F